C(C)O[C@@H]1C[C@H](N(CC1)C(=O)OCC1=CC=CC=C1)C1=CC=C(C=C1)C(=O)OC Benzyl (2S,4S)-4-ethoxy-2-[4-(methoxycarbonyl)phenyl]piperidine-1-carboxylate